O=C1NC(CCC1NC1=CC=C(C=C1)C1CCN(CC1)CCC1CCN(CC1)C(=O)OC(C)(C)C)=O tert-butyl 4-(2-(4-(4-((2,6-dioxopiperidin-3-yl)amino)phenyl)piperidin-1-yl)ethyl)piperidine-1-carboxylate